6-(tert-butoxycarbonyl)amino-1-aminohexane C(C)(C)(C)OC(=O)NCCCCCCN